N-(2-{1-[2-(5-indanylthio)acetyl]-4-piperidylidene}ethyl)-4-hydroxy-1,2,5-thiadiazole-3-carboxamide C1CCC2=CC(=CC=C12)SCC(=O)N1CCC(CC1)=CCNC(=O)C1=NSN=C1O